(R)-1-(7-(8-ethyl-7-fluoro-3-(methoxymethoxy)naphthalen-1-yl)-8-fluoro-2-(((2R,7aS)-2-fluorotetrahydro-1H-pyrrolizin-7a(5H)-yl)methoxy)pyrido[4,3-d]pyrimidin-4-yl)piperidin-3-amine C(C)C=1C(=CC=C2C=C(C=C(C12)C1=C(C=2N=C(N=C(C2C=N1)N1C[C@@H](CCC1)N)OC[C@]12CCCN2C[C@@H](C1)F)F)OCOC)F